tert-butyl 2-((2S)-1-amino-3-hydroxy-1-oxopropan-2-yl)-1-oxo-2,6-diazaspiro[3.5]nonane-6-carboxylate NC([C@H](CO)N1C(C2(C1)CN(CCC2)C(=O)OC(C)(C)C)=O)=O